2-methyl-but-2-enedicarboxylic acid CC(C(C(=O)O)C(=O)O)=CC